IC1=CN=C2N1C=C(C=C2N2CCN(CC2)C(=O)N(C)C)S(NC2(CC2)C)(=O)=O 4-(3-iodo-6-(N-(1-methylcyclopropyl)sulfamoyl)imidazo[1,2-a]pyridin-8-yl)-N,N-dimethylpiperazine-1-carboxamide